7-(1-(4-(5-(Difluoromethyl)-1,3,4-oxadiazol-2-yl)-3-fluorobenzyl)-1H-1,2,3-triazol-4-yl)quinazolin-4-amine FC(C1=NN=C(O1)C1=C(C=C(CN2N=NC(=C2)C2=CC=C3C(=NC=NC3=C2)N)C=C1)F)F